C(CCC)OC(C(C(O)(C(=O)OCCCC)CC(=O)OCCCC)OC(C)=O)=O 2-(acetyloxy)citric acid tributyl ester